3-(1,1-dimethylethyl)cyclohexyl acrylate C(C=C)(=O)OC1CC(CCC1)C(C)(C)C